CN1C(N(C(C(=C1)NCCC1=CC=CC=C1)=O)CC(=O)O)=O 2-(3-methyl-2,6-dioxo-5-(phenethylamino)-3,6-dihydropyrimidin-1(2H)-yl)acetic acid